N1C=CC=2C1=NC=C(C2)N2CCC(CC2)N(C(=O)NC=2C(N(C=C(C2)C(F)(F)F)C)=O)C 1-(1-(1H-pyrrolo[2,3-b]pyridin-5-yl)piperidin-4-yl)-1-methyl-3-(1-methyl-2-oxo-5-(trifluoromethyl)-1,2-dihydropyridin-3-yl)urea